(3R,4S)-3-cyclopropyl-4-methyl-1-[6-(1-methyltriazol-4-yl)pyrrolo[1,2-b]pyridazin-4-yl]-2-oxopyrrolidine-3-carbonitrile C1(CC1)[C@]1(C(N(C[C@H]1C)C=1C=2N(N=CC1)C=C(C2)C=2N=NN(C2)C)=O)C#N